(S)-4-(2-(2-(pyridin-3-yl)pyrrolidin-1-yl)ethyl)morpholine tert-butyl-3-(aminomethyl)-4-fluoro-3-hydroxypiperidine-1-carboxylate C(C)(C)(C)OC(=O)N1CC(C(CC1)F)(O)CN.N1=CC(=CC=C1)[C@H]1N(CCC1)CCN1CCOCC1